Methyl 2-(4-((4-bromophenyl)amino)phenyl)acetate Methyl-2-(4-aminophenyl)acetate COC(CC1=CC=C(C=C1)N)=O.BrC1=CC=C(C=C1)NC1=CC=C(C=C1)CC(=O)OC